ClC1=C(C=CC=C1)C=1C(N(C(N(C1)CC(N1CCC(CC1)N1C(NC2=C(CC1)C=CC=C2)=O)=O)=O)C)=O 5-(2-chloro-phenyl)-3-methyl-1-{2-oxo-2-[4-(2-oxo-1,2,4,5-tetrahydrobenzo[d][1,3]diazepin-3-yl)-piperidin-1-yl]-ethyl}-1H-pyrimidine-2,4-dione